ClC=1C(=CC(=C(C1)NC1=NC=NC2=CC(=C(C=C12)OC1CN(C1)C(C=C)=O)OC)C(C)(C)O)F 1-(3-((4-((5-chloro-4-fluoro-2-(2-hydroxypropan-2-yl)phenyl)amino)-7-methoxyquinazolin-6-yl)oxy)azetidin-1-yl)prop-2-en-1-one